N=N N-diazene